6-{[2,6-bis(phenyl)phenyl-(2',4',6'-triisopropylbiphenyl-2-yl)]-phosphino}-phenol C1(=CC=CC=C1)C1=C(C(=CC=C1)C1=CC=CC=C1)C=1C(=C(C=CC1)C1=C(C=C(C=C1C(C)C)C(C)C)C(C)C)PC1=CC=CC=C1O